(4-Methoxypyridin-2-yl)methyl hydrogen ((E)-2-((2R,3R,4R,5R)-5-(6-benzamido-9H-purin-9-yl)-4-fluoro-3-hydroxytetrahydrofuran-2-yl)vinyl)phosphonate C(C1=CC=CC=C1)(=O)NC1=C2N=CN(C2=NC=N1)[C@H]1[C@@H]([C@@H]([C@H](O1)/C=C/P(OCC1=NC=CC(=C1)OC)(O)=O)O)F